4-formyl-N-Cbzpiperidine C(=O)C1CCN(CC1)C(=O)OCC1=CC=CC=C1